(R)-2-((4-(hydroxyimino)-1-oxo-1,4-dihydronaphthalen-2-yl)amino)-3-phenyl-N-(3,5-dimethylphenyl)-propionamide ON=C1C=C(C(C2=CC=CC=C12)=O)N[C@@H](C(=O)NC1=CC(=CC(=C1)C)C)CC1=CC=CC=C1